FC(CC(C(=O)NC1=NC=CC(=C1)C1=C(C2=NC(=CC(=C2N1)N1CCOCC1)F)C1=NC=CC=C1)C1=CC=C(C=C1)F)F 4,4-difluoro-N-{4-[5-fluoro-7-(morpholin-4-yl)-3-(pyridin-2-yl)-1H-pyrrolo[3,2-b]pyridin-2-yl]pyridin-2-yl}-2-(4-fluorophenyl)butanamide